N-[2,4-difluoro-3-[1-(5-methyl-4-[[2-(trimethylsilyl)ethoxy]methyl]-1,2,4-triazol-3-yl)imidazo[1,5-a]pyridin-6-yl]phenyl]-5-fluoro-2-methoxypyridine-3-sulfonamide FC1=C(C=CC(=C1C=1C=CC=2N(C1)C=NC2C2=NN=C(N2COCC[Si](C)(C)C)C)F)NS(=O)(=O)C=2C(=NC=C(C2)F)OC